hepta-2-yl acetate C(C)(=O)OC(C)CCCCC